C(C)(C)N(C1=CC=C2C=C(C(OC2=C1)(C)C)C=O)C 7-(isopropyl-(methyl)amino)-2,2-dimethyl-2H-chromen-3-carbaldehyde